C(C1=CC=CC=C1)NC(=O)C=1C(NC(N(C1)[C@@H]1O[C@@H]([C@H](C1)O)CO)=O)=O N-benzyl-1-((2R,4S,5R)-4-hydroxy-5-(hydroxymethyl)tetrahydrofuran-2-yl)-2,4-dioxo-1,2,3,4-tetrahydropyrimidine-5-carboxamide